OC1=C(C=C(C=C1C(C)(C)CC)C(C)(C)CC)N1N=C2C(=N1)C=CC=C2 2-(2'-hydroxy-3',5'-di-tertiary amyl-phenyl)benzotriazole